OCC1(CCN(CC1)C1=NC=C(C=C1)Br)C(=O)O 4-Hydroxymethyl-1-(5-bromopyridin-2-yl)piperidine-4-carboxylic acid